4-(Cyclohexylmethoxy)-N-(4-hydroxy-3-(methylsulfonyl)phenyl)benzamide Ethyl-(S)-2-(6-(5-bromo-2-fluorophenyl)-3-thioxo-2,5,6,7-tetrahydro-3H-pyrrolo[1,2-c]imidazol-1-yl)acetate C(C)OC(CC1=C2N(C(N1)=S)C[C@@H](C2)C2=C(C=CC(=C2)Br)F)=O.C2(CCCCC2)COC2=CC=C(C(=O)NC1=CC(=C(C=C1)O)S(=O)(=O)C)C=C2